rel-(R)-1-(4'-cyclopropyl-6-((4-(1-cyclopropyl-4-(trifluoromethyl)-1H-imidazol-2-yl)-3-fluorobenzyl)oxy)-6'-methoxy-[2,5'-bipyrimidin]-4-yl)ethanol C1(CC1)C1=NC=NC(=C1C1=NC(=CC(=N1)[C@@H](C)O)OCC1=CC(=C(C=C1)C=1N(C=C(N1)C(F)(F)F)C1CC1)F)OC |o1:15|